FC(C=1C=C(C=C(C1)C(F)(F)F)C1=NN(C=N1)C1=C(N=C(N1C)Br)[N+](=O)[O-])(F)F 3-(3,5-bis(trifluoromethyl)phenyl)-1-(2-bromo-1-methyl-4-nitro-1H-imidazol-5-yl)-1H-1,2,4-triazole